CC1=CC=2C(CN3C(C2C=C1)=C(C=1C=CC=CC13)C)(C)CC(=O)OC Methyl 2-(3,5,12-trimethyl-5,6-dihydroindolo[2,1-a]isoquinolin-5-yl)acetate